N-(N-(tert-Butoxycarbonyl)-N-methyl-L-leucyl)-N-methylglycine C(C)(C)(C)OC(=O)N([C@@H](CC(C)C)C(=O)N(CC(=O)O)C)C